BrC1=CC=C(CN(C(=O)[C@H]2CN(CCC2)C=2C=C(OC(C(=O)N3CCN(CC3)C(=O)OC(C)(C)C)(C)C)C=C(C2)C#N)C2CC2)C=C1 tert-butyl (R)-4-(2-(3-(3-((4-bromobenzyl)(cyclopropyl)carbamoyl)piperidin-1-yl)-5-cyanophenoxy)-2-methylpropanoyl)piperazine-1-carboxylate